CC(CCCCCCCC=CC=O)(C)C trimethylundecenal